Cl.F\C(=C/CN)\CN1C(=NC2=C1C=CC=C2C2=CC(=CC=C2)S(=O)(=O)C)C(F)(F)F (Z)-3-fluoro-4-(4-(3-(methylsulfonyl)phenyl)-2-(trifluoromethyl)-1H-benzo[d]imidazol-1-yl)but-2-en-1-amine Hydrochloride